(Sa)-N-[6-(5-chloro-1,3-benzoxazol-2-yl)spiro[3.3]heptan-2-yl]-2-cyclopropylsulfonyl-pyridine ClC=1C=CC2=C(N=C(O2)C2CC3(CC(C3)N3C(C=CC=C3)S(=O)(=O)C3CC3)C2)C1